[N-](S(=O)(=O)C(F)(F)F)S(=O)(=O)C(F)(F)F.C(C)C1=C(C=CC=C1)P(C1=CC=CC=C1)C1=CC=CC=C1 ethyltriphenylphosphine bistrifluoromethanesulfonimide salt